F[C@@H]1[C@@H](CCC1)NCC1=CC(=C2CNC(C2=C1)=O)C(F)(F)F 6-({[(1R,2S)-2-fluorocyclopentyl]amino}methyl)-4-(trifluoromethyl)-2,3-dihydro-isoindol-1-one